CS(=O)(=NCC1=CC(=CC=C1)C1=NOC(=N1)C(F)(F)F)C1=CC=CC=C1 methyl(phenyl)((3-(5-(trifluoromethyl)-1,2,4-oxadiazol-3-yl)benzyl)imino)-λ6-sulfanone